6-cyano-7-hydroxy-1-methyl-4-[4-methyl-4-(5-methyl-1,3-benzoxazol-2-yl)piperidin-1-yl]-2-oxo-1,2-dihydroquinoline-3-carboxamide C(#N)C=1C=C2C(=C(C(N(C2=CC1O)C)=O)C(=O)N)N1CCC(CC1)(C=1OC2=C(N1)C=C(C=C2)C)C